sodium bicarbonate C([O-])(O)=O.[Na+]